2-bromo-1-(4-bromo-2-hydroxy-5-methyl-phenyl)ethanone BrCC(=O)C1=C(C=C(C(=C1)C)Br)O